C(C)(=O)C=1C=CC(=C(C1)C=1C=C2C(=NN(C2=CC1)C(C1=CC=CC=C1)(C1=CC=CC=C1)C1=CC=CC=C1)NC(=O)[C@H]1CN(CCC1)C(=O)OC(C)(C)C)Cl tert-Butyl (3R)-3-{[5-(5-acetyl-2-chlorophenyl)-1-trityl-1H-indazol-3-yl]carbamoyl}piperidine-1-carboxylate